FC(CN1C(=NC2=C1C=CC=1C=CN=CC21)C2CCC(CC2)C(=O)OC)(C2=CC=CC=C2)F methyl (1r,4r)-4-[3-(2,2-difluoro-2-phenylethyl)-3H-imidazo[4,5-h]isoquinolin-2-yl]cyclohexane-1-carboxylate